2-[[1-[(1-hydroxycyclohexyl)methyl]piperidin-4-yl]methyl]-6-pyrazol-1-ylpyridazin-3-one OC1(CCCCC1)CN1CCC(CC1)CN1N=C(C=CC1=O)N1N=CC=C1